CC1(CCC=2C1=NC(=CC2)C(=O)O)C 7,7-dimethyl-6,7-dihydro-5H-cyclopenta[b]pyridine-2-carboxylic acid